FC=1C(=C2C(C(=CN(C2=NC1N1CC(C1)C(NC1=NN(C(=C1)COC)C)=O)C1=NC=NS1)C(=O)O)=O)C 6-fluoro-7-(3-{[5-(methoxymethyl)-1-methyl-1H-pyrazol-3-yl]carbamoyl}azetidin-1-yl)-5-methyl-4-oxo-1-(1,2,4-thiadiazol-5-yl)-1,4-dihydro-1,8-naphthyridine-3-carboxylic acid